C(#N)C1=NN(C(=C1)C)C1=C(C=CC(=N1)N1C=NC2=C1C=CC(=C2)N(C(C)=O)C=2N=NC(=CC2)C)[C@H](C)O N-[1-[6-(3-cyano-5-methyl-pyrazol-1-yl)-5-[(1s)-1-hydroxyethyl]-2-pyridyl]benzimidazol-5-yl]-N-(6-methylpyridazin-3-yl)acetamide